3-(2,2-difluorovinyl)-7-((1r,4r)-4-(2-fluoro-6-methylphenyl)cyclohexyl)-5-((3-(trifluoromethyl)pyridin-2-yl)methyl)pyrido[2,3-b]pyrazin-6(5H)-one FC(=CC1=CN=C2C(=N1)N(C(C(=C2)C2CCC(CC2)C2=C(C=CC=C2C)F)=O)CC2=NC=CC=C2C(F)(F)F)F